tert-butyl 2-((1-(2-cyano-3-(4,4-difluoropiperidin-1-yl)-7-methylquinoxalin-5-yl)ethyl)amino)benzoate C(#N)C1=NC2=CC(=CC(=C2N=C1N1CCC(CC1)(F)F)C(C)NC1=C(C(=O)OC(C)(C)C)C=CC=C1)C